2-(4-bromophenyl)ethyl methacrylate C(C(=C)C)(=O)OCCC1=CC=C(C=C1)Br